C(C)(C)C1=CC=C(C=C1)NC1=NS(C2=C(N1)C(=CC=C2)COC)(=O)=O 3-((4-isopropylphenyl)amino)-5-(methoxymethyl)-4H-benzo[e][1,2,4]thiadiazine 1,1-dioxide